4-((9-(trans-3-cyanocyclobutyl)-7-methyl-8-oxo-8,9-dihydro-7H-purin-2-yl)amino)-2-fluoro-5-methylbenzamide C(#N)[C@@H]1C[C@H](C1)N1C2=NC(=NC=C2N(C1=O)C)NC1=CC(=C(C(=O)N)C=C1C)F